N1=C(C=CC=C1)C1=CSC2=C1N=C(N=C2O)C=2N(C=CN2)CCOCC(F)(F)F 7-(Pyridin-2-yl)-2-(1-(2-(2,2,2-trifluoroethoxy)ethyl)-1H-imidazol-2-yl)thieno[3,2-d]pyrimidin-4-ol